trifluoroacetic acid diethylamine salt C(C)NCC.FC(C(=O)O)(F)F